NCC=1C=C(C=CC1)C=1C(=NC(=C(N1)C)C1=C(C=C(C=C1)F)F)CO (3-(3-(aminomethyl)phenyl)-6-(2,4-difluorophenyl)-5-methylpyrazin-2-yl)methanol